[4-[(8-methoxy-2-methyl-[1,2,4]triazolo[1,5-a]pyridin-6-yl)methyl]cyclohexyl]-[(3S)-3-pyrazin-2-yl-1,2-oxazolidin-2-yl]methanone COC=1C=2N(C=C(C1)CC1CCC(CC1)C(=O)N1OCC[C@H]1C1=NC=CN=C1)N=C(N2)C